m-aminoacetophenone NC=1C=C(C=CC1)C(C)=O